C(CCCCCCCCCCCCCCCCC)OC(CCCCCCCCCCCCCCCC)=O.C(CCCCCCCCCCCCCCCC)(=O)OCCCCCCCC\C=C/CCCCCCCC oleyl heptadecanoate stearyl-heptadecanoate